2-(pyridin-4-yl)-5-(tributylstannyl)-4-(trifluoromethyl)thiazole ethyl-2-cyano-3-(7-(diethylamino)-2-oxo-4-(p-tolylthio)-2H-chromen-3-yl)acrylate C(C)OC(C(=CC=1C(OC2=CC(=CC=C2C1SC1=CC=C(C=C1)C)N(CC)CC)=O)C#N)=O.N1=CC=C(C=C1)C=1SC(=C(N1)C(F)(F)F)[Sn](CCCC)(CCCC)CCCC